(1R,3S,5R)-2-(2-(4-amino-6-(pyridin-4-yl)-9H-pyrido[2',3':4,5]pyrrolo[2,3-d]pyrimidin-9-yl)acetyl)-N-(6-bromopyridin-2-yl)-5-methyl-2-azabicyclo[3.1.0]hexane-3-carboxamide NC=1C2=C(N=CN1)N(C1=C2N=C(C=C1)C1=CC=NC=C1)CC(=O)N1[C@@H]2C[C@@]2(C[C@H]1C(=O)NC1=NC(=CC=C1)Br)C